BrC=1C=C2CC(NC(C2=CC1)C)C 6-bromo-1,3-dimethyl-1,2,3,4-tetrahydroisoquinoline